3-bromo-6-cyclopropylpyridinecarbonitrile BrC=1C(=NC(=CC1)C1CC1)C#N